CC=1CC(C(CC1)C)C=O 3,6-dimethyl-3-cyclohexene-carboxaldehyde